1-ethyl-3-(3-sulfonatopropyl)-1H-imidazol-3-ium C(C)N1C=[N+](C=C1)CCCS(=O)(=O)[O-]